4-bromobenzyl-pyridin-4(1H)-one BrC1=CC=C(CN2C=CC(C=C2)=O)C=C1